CC=1C=C(C2=CC3=CC=CC3=CC12)[Si](C1(C(=C(C(=C1)C)C)C)C)(C)C (3-Methyl-s-Indacen-1-yl)dimethyl-(tetramethylcyclopentadienyl)silane